COC(=O)C1=NC(=C(C=C1N)C(F)(F)F)O[C@@H](C(CC=C)OCC1=CC=CC=C1)C 3-amino-6-[(1R)-2-benzyloxy-1-methyl-pent-4-enoxy]-5-(trifluoromethyl)pyridine-2-carboxylic acid methyl ester